4-(4-(difluoromethoxy)phenyl)-6-(2-fluoroethoxy)-2-(2-methyl-2H-indazol-5-yl)pyrido[3,2-c]pyridazin-3(2H)-one FC(OC1=CC=C(C=C1)C1=C2C(=NN(C1=O)C1=CC3=CN(N=C3C=C1)C)C=CC(=N2)OCCF)F